2,6-dibenzyloxy-3-(4,4,5,5-tetramethyl-1,3,2-dioxaborolan-2-yl)pyridine ethyl-8-chloro-1-[(4-methoxyphenyl)methyl]-4-oxo-1,7-naphthyridine-3-carboxylate C(C)OC(=O)C1=CN(C2=C(N=CC=C2C1=O)Cl)CC1=CC=C(C=C1)OC.C(C1=CC=CC=C1)OC1=NC(=CC=C1B1OC(C(O1)(C)C)(C)C)OCC1=CC=CC=C1